7-Chloro-4-hydroxy-1-(2-methylpyridin-3-yl)-1,8-naphthyridin ClC1=CC=C2C(=CCN(C2=N1)C=1C(=NC=CC1)C)O